COC=1C=C(C=CC1OC)C1=CC=NC=2N1N=C(C2)C(=O)NC2=CC=C(C=C2)C(N(C)CCN(C)C)=O 7-(3,4-dimethoxyphenyl)-N-(4-((2-(dimethylamino)ethyl)(methyl)carbamoyl)phenyl)pyrazolo[1,5-a]pyrimidine-2-carboxamide